Cl.C(=O)(OCC1C2=CC=CC=C2C2=CC=CC=C12)C(CN)N Fmoc-1,2-diaminoethane-HCl